5,6-dimethylbenzo[d]isoxazol CC=1C(=CC2=C(C=NO2)C1)C